OCCCN1C2=CC=CC=3C=C(N(CC1)C32)C3=NC2=C(N3OC)C(=CC(=C2)C(=O)O)OC 2-[9-(3-hydroxypropyl)-1,9-diazatricyclo[6.3.1.04,12]dodeca-2,4(12),5,7-tetraen-2-yl]-1,7-dimethoxy-benzimidazole-5-carboxylic acid